Cyclobutylmethyl-1H-imidazol-4-aminium chloride [Cl-].C1(CCC1)CN1C=NC(=C1)[NH3+]